ClC=1C(NN=CC1O[C@H](CO[C@H]1C(N(CC1)C1CCN(CC1)C1=NC=C(C=N1)C(F)(F)F)=O)C)=O 4-chloro-5-(((S)-1-(((R)-2-oxo-1-(1-(5-(trifluoromethyl)pyrimidin-2-yl)piperidin-4-yl)pyrrolidin-3-yl)oxy)propan-2-yl)oxy)pyridazin-3(2H)-one